C(CCCCCCCCCCCCCCCCC)(=O)[O-].C(CCC)O[Zr+](OCCCC)OCCCC tri(normal butoxy)zirconium mono(stearate)